OC1=CC=C(C=C1)C1=C(C(=NC(=C1)C1=CC=CC=C1)OC)C#N 4-(4-Hydroxyphenyl)-2-methoxy-6-phenylpyridine-3-carbonitrile